O=C1C=CN(C2=CC=CC=C12)N(N=CC1=CC(=C(C(=C1)Br)O)Br)C(C)=O (4-oxo-4H-quinolin-1-yl)-acetyl-(3,5-dibromo-4-hydroxybenzylidene)hydrazine